CC=1C(=C2C=NNC2=CC1C)C=1C(=CC=2C3=C(C(=NC2C1F)O[C@@H](C)[C@H]1N(CCC1)C)C=NN3[C@@H]3C[C@H](NCC3)CC#N)C ((2S,4S)-4-(7-(5,6-dimethyl-1H-indazol-4-yl)-6-fluoro-8-methyl-4-((S)-1-((S)-1-methylpyrrolidin-2-yl)ethoxy)-1H-pyrazolo[4,3-c]quinolin-1-yl)piperidin-2-yl)acetonitrile